F[Sb-](F)(F)(F)(F)F.C(C1=CC=CC=C1)[SH+]CC1=CC=C(C=C1)O benzyl-(4-hydroxyphenyl)methyl-sulfonium hexafluoroantimonate